(4S)-4-(2-(1-Ethyl-3-(trifluoromethyl)-1H-pyrazol-4-yl)phenyl)-6-(3-(piperidin-3-yl)propioloyl)-4,5,6,7-tetrahydrothieno[2,3-c]pyridine-2-carbonitrile C(C)N1N=C(C(=C1)C1=C(C=CC=C1)[C@H]1C2=C(CN(C1)C(C#CC1CNCCC1)=O)SC(=C2)C#N)C(F)(F)F